2-(prop-1-en-2-ylsulfonyl)-7-(4-(trifluoromethyl)phenoxy)-1,2,3,4-tetrahydroisoquinoline C=C(C)S(=O)(=O)N1CC2=CC(=CC=C2CC1)OC1=CC=C(C=C1)C(F)(F)F